(3-amino-6-(difluoromethylsulfonyl)-4,5,6,7-tetrahydropyrazolo[3,4-c]pyridin-1-yl)(6-fluoro-1,2,3,4-tetrahydroquinolin-4-yl)methanone NC1=NN(C=2CN(CCC21)S(=O)(=O)C(F)F)C(=O)C2CCNC1=CC=C(C=C21)F